C(#N)CC1(CCN(CC1)CC1=CC(=CC=C1)NS(=O)(=O)CC)N1N=C(C(=C1)C(=O)N)NC(=O)C1CC1 1-[4-(cyanomethyl)-1-[[3-(ethylsulfonylamino)phenyl]methyl]-4-piperidyl]-3-(cyclopropanecarbonylamino)pyrazole-4-carboxamide